3-{[1-(tert-butoxycarbonyl)azetidin-3-yl]oxy}-5-(5-methyl-1,3-thiazol-2-yl)benzoic acid C(C)(C)(C)OC(=O)N1CC(C1)OC=1C=C(C(=O)O)C=C(C1)C=1SC(=CN1)C